[3-[3-(2,3-dichlorophenyl)-1H-pyrazolo[3,4-b]pyrazin-6-yl]-7-(4-methyl-1,2-oxazol-3-yl)-3-azabicyclo[4.1.0]heptan-7-yl]methanamine ClC1=C(C=CC=C1Cl)C1=NNC2=NC(=CN=C21)N2CC1C(C1CC2)(C2=NOC=C2C)CN